C(=O)O.NC=1C(=NC(=C(N1)F)C1=CC=C(C=C1)[C@@]12CN(C[C@H]2C1)C(C)C)C=1C=C2CCNC(C2=C(C1)F)=O 6-(3-amino-5-fluoro-6-(4-((1R,5S)-3-isopropyl-3-azabicyclo[3.1.0]hexane-1-yl)phenyl)pyrazin-2-yl)-8-fluoro-3,4-dihydroisoquinolin-1(2H)-one formate salt